C(C=C)(=O)N1[C@H](CN(CC1)C1=NC=NC2=CC(=C3C(=C12)OCCC3)C3=C(C=CC=C3O)F)CC#N 2-((2S)-1-acryloyl-4-(5-(2-fluoro-6-hydroxyphenyl)-3,4-dihydro-2H-pyrano[2,3-f]quinazolin-10-yl)piperazin-2-yl)acetonitrile